N-((S)-(3-chloro-4-fluorophenyl)(8,8-difluoro-bicyclo[3.2.1]oct-3-yl)methyl)-3-oxopiperazine-1-carboxamide ClC=1C=C(C=CC1F)[C@@H](NC(=O)N1CC(NCC1)=O)C1CC2CCC(C1)C2(F)F